FC(CN1C=NC=C1C=O)(F)F 1-(2,2,2-trifluoroethyl)-1H-imidazole-5-carbaldehyde